C(C)(C)NC(N(C1=NC2=CC(=CC=C2N=C1)C=1C=NC(=CC1)OC1CCN(CC1)C)C)=O 3-isopropyl-1-methyl-1-(7-(6-((1-methylpiperidin-4-yl)oxy)pyridin-3-yl)quinoxalin-2-yl)urea